7H-pyrrolo[2,3-H]quinazolin-2-amine N1=C(N=CC2=CC=C3C(=C12)C=CN3)N